3-(3-(benzylamino)-2,5-dioxo-2,5-dihydro-1H-pyrrol-1-yl)piperidine-2,6-dione C(C1=CC=CC=C1)NC=1C(N(C(C1)=O)C1C(NC(CC1)=O)=O)=O